((S)-sec-butyl)-6-(((S)-1-(4-fluorophenyl)ethyl)amino)pyrimidine-2,4(1H,3H)-dione [C@H](C)(CC)N1C(NC(C=C1N[C@@H](C)C1=CC=C(C=C1)F)=O)=O